3-pyridinecarboxylic acid, {4-[4-(2-pyrimidinyl)-1-piperazinyl]butyl} ester N1=CC(=CC=C1)C(=O)OCCCCN1CCN(CC1)C1=NC=CC=N1